ClC=1C=C(C=C(C1)S(=O)(=O)C)NC(=O)C1=CN(C(=C1)C1=NC=C(C=N1)F)C N-(3-chloro-5-(methylsulfonyl)phenyl)-5-(5-fluoropyrimidin-2-yl)-1-methyl-1H-pyrrole-3-carboxamide